(2S,4R)-1-((S)-2-amino-3,3-dimethylbutyryl)-N-((S)-1-(2-Fluoro-4-(4-methylthiazol-5-yl)phenyl)ethyl)-4-hydroxypyrrolidine-2-carboxamide N[C@H](C(=O)N1[C@@H](C[C@H](C1)O)C(=O)N[C@@H](C)C1=C(C=C(C=C1)C1=C(N=CS1)C)F)C(C)(C)C